N-cycloheptyl-6-(1H-imidazol-1-yl)-4-methylpicolinamide C1(CCCCCC1)NC(C1=NC(=CC(=C1)C)N1C=NC=C1)=O